N-(2,4-dimethoxybenzyl)-4-((3R,4S)-3-(dimethylamino)-4-hydroxy-3-(3-(trifluoromethyl)phenethyl)piperidin-1-yl)-2,6-difluoro-N-(pyrimidin-4-yl)benzenesulfonamide COC1=C(CN(S(=O)(=O)C2=C(C=C(C=C2F)N2C[C@@]([C@H](CC2)O)(CCC2=CC(=CC=C2)C(F)(F)F)N(C)C)F)C2=NC=NC=C2)C=CC(=C1)OC